N1=C(C=CC=2N=C3COCC4(N3C21)CCC2=CC=CC=C24)C=2C=NC(=NC2)N2C[C@H]4N(CC2)C(NC4)=O (8aS)-7-(5-(2,3,6',8'-tetrahydrospiro[indene-1,9'-pyrido[3',2':4,5]imidazo[2,1-c][1,4]oxazin]-2'-yl)pyrimidin-2-yl)hexahydroimidazo[1,5-a]pyrazin-3(2H)-one